FC=1C(=CC(=NC1)NC1=CC2=C(C=N1)C(NN2C2=CC=CC=C2)=O)C 6-((5-fluoro-4-methylpyridin-2-yl)amino)-1-phenyl-1,2-dihydro-3H-pyrazolo[4,3-c]pyridin-3-one